N[C@H](C(=O)N1CCN(CC1)C(C1=C(C=C(C=C1)NC=1C=2N(C=CN1)C(=CN2)C2=CC=C(C=C2)OC(F)F)C)=O)CCC (2S)-2-amino-1-[4-[4-[[3-[4-(difluoromethoxy)phenyl]imidazo[1,2-a]pyrazin-8-yl]amino]-2-methylbenzoyl]piperazin-1-yl]pentan-1-one